COC=1C=CC=2N(C3=CC=C(C=C3C2C1)OC)CC1=CC=C(C=C1)B(O)O 4-((3,6-dimethoxy-9H-carbazol-9-yl)methyl)phenylboronic acid